C1=CC=CC=2C3=CC=CC=C3C(C12)=NC(C#N)CCCCC1=CN(C2=CC=CC=C12)C ((9H-fluoren-9-ylidene)amino)-6-(1-methyl-1H-indol-3-yl)hexanenitrile